(1-(((7-(8-Ethynyl-7-fluoro-3-(methoxymethoxy)naphthalen-1-yl)-8-fluoro-4-(piperidin-1-yl)pyrido[4,3-d]pyrimidin-2-yl)oxy)methyl)cyclopropyl)methanol C(#C)C=1C(=CC=C2C=C(C=C(C12)C1=C(C=2N=C(N=C(C2C=N1)N1CCCCC1)OCC1(CC1)CO)F)OCOC)F